Cl.C(N)(=N)C=1C=C(CNC(CCC)=O)C=CC1C(F)(F)F N-[3-carbamimidoyl-4-(trifluoromethyl)benzyl]butanamide hydrochloride